tert-butyl (R)-(cyclobutylmethyl)(1-(4-((4-(5-(dimethylamino)pyridin-3-yl)-1H-1,2,3-triazol-1-yl)methyl) phenyl)piperidin-3-yl)carbamate C1(CCC1)CN(C(OC(C)(C)C)=O)[C@H]1CN(CCC1)C1=CC=C(C=C1)CN1N=NC(=C1)C=1C=NC=C(C1)N(C)C